Methyl-3-bromo-7-(trifluoromethyl)imidazo[1,2-a]pyridin-2-carboxylat COC(=O)C=1N=C2N(C=CC(=C2)C(F)(F)F)C1Br